monogalactosyl-glycerol C1([C@H](O)[C@@H](O)[C@@H](O)[C@H](O1)CO)C(CO)(O)CO